FC1=C(C=CC(=C1OCC=1C=C2C(=NC1)NN=C2C)F)NS(=O)(=O)C=2C(=NC=C(C2)F)C N-[2,4-difluoro-3-([3-methyl-1H-pyrazolo[3,4-b]pyridin-5-yl]methoxy)phenyl]-5-fluoro-2-methylpyridine-3-sulfonamide